3-methoxycyclohexane-carboxylic acid COC1CC(CCC1)C(=O)O